2-[4-(5-Amino-4-cyano-1-isopropylpyrazol-3-yl)phenyl]-N-[3-(2,2-dimethylpropyl)-4-fluoro-1,2-oxazol-5-yl]propanamide NC1=C(C(=NN1C(C)C)C1=CC=C(C=C1)C(C(=O)NC1=C(C(=NO1)CC(C)(C)C)F)C)C#N